N-[(6-Amino-2-pyridyl)sulfonyl]-6-(3-hydroxyphenyl)-2-(2,4,6-trimethylphenoxy)pyridin-3-carboxamid NC1=CC=CC(=N1)S(=O)(=O)NC(=O)C=1C(=NC(=CC1)C1=CC(=CC=C1)O)OC1=C(C=C(C=C1C)C)C